CC1=CNC2=C(C=CC(=C12)C1=CC(=CC=C1)NS(=O)(=O)C=CC)C(=O)N 3-methyl-4-(3-(N-methylvinylsulfonylamino)phenyl)-1H-indole-7-carboxamide